C(C)(C)(C)N(C(O)=O)C=1SC2=C(N1)C(=CC=C2F)C2=C(C=C1C(=NC=NC1=C2F)N(C)CCNC(=O)OC(C)(C)C)Cl.C(C=C)(=O)OC(CN2C(CCC2)=O)C N-(2-acryloxypropyl)pyrrolidone tert-butyl-(4-(4-((2-((tert-butoxycarbonyl)amino)ethyl)(methyl)amino)-6-chloro-8-fluoroquinazolin-7-yl)-7-fluorobenzo[d]thiazol-2-yl)carbamate